CC1=C(OC(C[N+](C)(C)Br)=O)C=C(C=C1)C(C)C 2-{2-methyl-5-(propan-2-yl)phenoxy}-(2-oxoethyl)(dimethyl)azaniumyl bromide